COC1=NC=C(C(=N1)OC)C=1C=C(C=2N(N1)C=CN2)[C@@H]2[C@H](C2)C2=CC1=C(N=CS1)C=C2 |r| racemic-6-((1S,2S)-2-(6-(2,4-dimethoxypyrimidin-5-yl)imidazo[1,2-b]pyridazin-8-yl)cyclopropyl)benzo[d]thiazole